tert-butyl 4-[8-({8-fluoro-2-methylimidazo[1,2-a]pyridin-6-yl}carbamoyl)-3-methoxy quinoxalin-5-yl]-2,6-dimethylpiperazine-1-carboxylate FC=1C=2N(C=C(C1)NC(=O)C=1C=CC(=C3N=C(C=NC13)OC)N1CC(N(C(C1)C)C(=O)OC(C)(C)C)C)C=C(N2)C